5-methoxyisobenzofuran COC1=CC2=COC=C2C=C1